CC(C(CCCCCC)O)O 2,3-nonane-diol